N1(CCCCC1)C=1C2=C(N=CN1)C=CN=C2 4-(piperidin-1-yl)pyrido[4,3-d]Pyrimidine